ClC=1C(=CC(NC1)=O)C1=C(C=CC(=C1)Cl)N1N=NC(=C1)Cl 5-chloro-4-(5-chloro-2-(4-chloro-1H-1,2,3-triazol-1-yl)phenyl)pyridin-2(1H)-one